(R)-6-(3-(3-chloro-2-fluorophenyl)isoxazolidin-2-yl)-N-(3-methoxy-4-(4-(4-methylpiperazin-1-yl)piperidin-1-yl)phenyl)pyrimidin-4-amine ClC=1C(=C(C=CC1)[C@@H]1N(OCC1)C1=CC(=NC=N1)NC1=CC(=C(C=C1)N1CCC(CC1)N1CCN(CC1)C)OC)F